4-(1-(2,2-Difluoroethyl)-5-iodo-1H-pyrazol-4-yl)-2-(methylthio)pyrimidine FC(CN1N=CC(=C1I)C1=NC(=NC=C1)SC)F